silicon-aluminum water O.[Al].[Si]